4-((R)-3-(diethoxy-phosphono)-2-{[6-((S)-3-methoxy-pyrrolidin-1-yl)-2-phenyl-pyrimidine-4-carbonyl]-amino}-propionyl)-piperazine-1-carboxylic acid butyl ester C(CCC)OC(=O)N1CCN(CC1)C([C@H](CP(=O)(OOCC)OOCC)NC(=O)C1=NC(=NC(=C1)N1C[C@H](CC1)OC)C1=CC=CC=C1)=O